2-(1H-Imidazol-4-yl)-6-methyl-4-(2-(6-(trifluoromethyl)imidazo[1,2-a]pyrazin-3-yl)pyrimidin-4-yl)morpholine N1C=NC(=C1)C1CN(CC(O1)C)C1=NC(=NC=C1)C1=CN=C2N1C=C(N=C2)C(F)(F)F